C(C1=CC=CC=C1)OC=1C(C(=O)[O-])=CC=CC1 Benzylsalicylat